CC1=C(C(CC1)=O)C(C)=CCC=C(C)C 3-methyl-2-(6-methylhepta-2,5-dien-2-yl)cyclopent-2-en-1-one